ClC1=CC(=C(C=C1C)[C@H]1[C@@H](C1)NC(N([C@H]1CN(CCC1)C=1N=NC=CC1)C1CC1)=O)F 3-[(1R,2S)-2-(4-chloro-2-fluoro-5-methylphenyl)cyclopropyl]-1-cyclopropyl-1-[(3R)-1-(pyridazin-3-yl)piperidin-3-yl]urea